2-Propanyl 4-{(3S,5aR,6R,7R,8aS)-6-[(E,3R)-4-(2,3-difluorophenoxy)-3-hydroxy-1-buten-1-yl]-7-hydroxyoctahydro-2H-cyclopenta[b]oxepin-3-yl}butanoate FC1=C(OC[C@@H](/C=C/[C@H]2[C@@H](C[C@@H]3OC[C@H](CC[C@@H]32)CCCC(=O)OC(C)C)O)O)C=CC=C1F